ClC1=CC=C(C=C1)C(CN(C)C)N1CCN(CC1)C1=C2C(=NC=N1)NN=C2C(F)(F)F 2-(4-chlorophenyl)-N,N-dimethyl-2-(4-(3-(trifluoromethyl)-1H-pyrazolo[3,4-d]pyrimidin-4-yl)piperazin-1-yl)ethanamine